2-(Methyl-d3)propan-2-yl-1,1,1,3,3,3-d6 (2S,5R)-4-(7-(4-cyanopyridin-2-yl)-5-(trifluoromethyl)-7H-pyrrolo[2,3-d]pyrimidin-4-yl)-2,5-dimethylpiperazine-1-carboxylate C(#N)C1=CC(=NC=C1)N1C=C(C2=C1N=CN=C2N2C[C@@H](N(C[C@H]2C)C(=O)OC(C([2H])([2H])[2H])(C([2H])([2H])[2H])C([2H])([2H])[2H])C)C(F)(F)F